8-bromo-N-(1-cyanocyclopropyl)-3-formyl-N-(4-methoxybenzyl)imidazo[1,2-a]pyridin-6-sulfonamide BrC=1C=2N(C=C(C1)S(=O)(=O)N(CC1=CC=C(C=C1)OC)C1(CC1)C#N)C(=CN2)C=O